(+-)-α-[2-(4-chlorophenyl)ethyl]-α-(1,1-dimethylethyl)-1H-1,2,4-triazole-1-ethanol ClC1=CC=C(C=C1)CC[C@@](CN1N=CN=C1)(O)C(C)(C)C |r|